FC1(CC(N(C1)C(=O)C=1N=C2N(N1)[C@@H](C[C@@H]2F)C2=CC=CC=C2)CO)F |r| [4,4-Difluoro-2-(hydroxymethyl)pyrrolidin-1-yl]-[rac-(5S,7S)-7-fluoro-5-phenyl-6,7-dihydro-5H-pyrrolo[1,2-b][1,2,4]triazol-2-yl]methanon